methyl-(R)-3-(3,3-dimethoxycyclopentyl)-3-oxopropanenitrile C[C@H](C#N)C(=O)C1CC(CC1)(OC)OC